2-chloro-N-(2-fluoropyridin-4-yl)-3-(2-((3-hydroxy-2,2-dimethylpropyl)amino)-2-oxoacetyl)-5,6,7,8-tetrahydroindolizine-1-carboxamide ClC=1C(=C2CCCCN2C1C(C(=O)NCC(CO)(C)C)=O)C(=O)NC1=CC(=NC=C1)F